ClC1=C(C=2N=C(N=C(C2C(=N1)OC)N1CC(C1)(O)C)SC)F 1-(7-chloro-8-fluoro-5-Methoxy-2-(methylthio)pyrido[4,3-d]pyrimidin-4-yl)-3-methylazetidin-3-ol